4-bromo-3-fluoro-N-[3-hydroxy-3-(trifluoromethyl)cyclobutyl]benzenesulfonamide BrC1=C(C=C(C=C1)S(=O)(=O)NC1CC(C1)(C(F)(F)F)O)F